[C@@H]1(C=C[C@H](O1)CO)N1C(=O)NC(=O)C(C)=C1 1-(2,3-dideoxy-beta-D-glyceropent-2-enofuranosyl)thymine